S(=O)(OCC1CCCCC1)OCC1CCCCC1 bis(cyclohexylmethyl) sulfite